C(CC)N1C(C=CC2=CC=CC=C12)=O PROPYLQUINOLIN-2(1H)-ONE